3-chloro-4-fluoro-5,8-dihydroisoquinolin-5-ol ClC=1N=CC=2CC=CC(C2C1F)O